CCCCCCCCCCCCC/C=C/[C@H]([C@H](COP(=O)([O-])[O-])NC(=O)CCCCCCCCCCC)O The molecule is a N-acylsphingosine 1-phosphate(2-) in which the ceramide N-acyl group is specified as dodecanoyl (lauroyl). It is a conjugate base of a N-dodecanoylsphingosine 1-phosphate.